(2S,4R)-1-((R)-2-(4-cyclopropyl-1H-1,2,3-triazol-1-yl)-3-methylbutanoyl)-4-hydroxy-N-methylpyrrolidine-2-carboxamide C1(CC1)C=1N=NN(C1)[C@@H](C(=O)N1[C@@H](C[C@H](C1)O)C(=O)NC)C(C)C